C(C)OC(=O)C=1SC2=C(N1)CCC1(C(NC3=NC=CC=C31)=O)C2 oxo-1',2',4,7-tetrahydro-5H-spiro[benzo[d]thiazole-6,3'-pyrrolo[2,3-b]pyridine]-2-carboxylic acid ethyl ester